isopropyl 3-(4-(benzyloxy)-1H-indol-3-yl)-2-formamido-4-methoxybutanoate C(C1=CC=CC=C1)OC1=C2C(=CNC2=CC=C1)C(C(C(=O)OC(C)C)NC=O)COC